N-(2-chloro-3-(3'-chloro-6-methoxy-5-(((((R)-5-oxopyrrolidin-2-yl)methyl)amino)methyl)-[2,4'-bipyridin]-2'-yl)phenyl)-5-(((R)-3-hydroxypyrrolidin-1-yl)methyl)-4-methoxypicolinamide ClC1=C(C=CC=C1C1=NC=CC(=C1Cl)C1=NC(=C(C=C1)CNC[C@@H]1NC(CC1)=O)OC)NC(C1=NC=C(C(=C1)OC)CN1C[C@@H](CC1)O)=O